2-(1-(4-((17-amino-3,6,9,12,15-pentaoxaheptadecyl)amino)-2-isopropylphenyl)-5-(2,6-dimethoxyphenyl)-1H-pyrazole-3-carboxamido)adamantane-2-carboxylic acid NCCOCCOCCOCCOCCOCCNC1=CC(=C(C=C1)N1N=C(C=C1C1=C(C=CC=C1OC)OC)C(=O)NC1(C2CC3CC(CC1C3)C2)C(=O)O)C(C)C